C(C(=C)C)(=O)OCC(C)(C)O 2-hydroxy-2,2-dimethylethyl methacrylate